tert-butyl 2-({1-[(1-methyl-1H-pyrazol-4-yl)methyl]piperidin-4-yl}amino)-5H,6H,7H,8H-pyrido[3,4-d]pyrimidine-7-carboxylate CN1N=CC(=C1)CN1CCC(CC1)NC=1N=CC2=C(N1)CN(CC2)C(=O)OC(C)(C)C